N-(3,5-dimethylisonicotinyl)-O-(4-(5,6,7,8-tetrahydro-1,8-naphthyridin-2-yl)butyl)-D-homoserine CC1=C(CN[C@H](CCOCCCCC2=NC=3NCCCC3C=C2)C(=O)O)C(=CN=C1)C